1,3,5-tri(4-iodophenyl)benzene IC1=CC=C(C=C1)C1=CC(=CC(=C1)C1=CC=C(C=C1)I)C1=CC=C(C=C1)I